3-(4-amino-3-nitrophenethyl)-2-(1-(4-bromophenyl)-3-(4-fluorophenyl)-1H-pyrazol-4-yl)-5-methyl-oxazolidin-4-one NC1=C(C=C(CCN2C(OC(C2=O)C)C=2C(=NN(C2)C2=CC=C(C=C2)Br)C2=CC=C(C=C2)F)C=C1)[N+](=O)[O-]